(3S)-3-methylpiperazine-1-carboxylate C[C@H]1CN(CCN1)C(=O)[O-]